3-[4-[2-[4-[6-[6-[(2R)-2-(3-Fluorophenyl)pyrrolidin-1-yl]imidazo[1,2-b]pyridazin-3-yl]-2-pyridyl]piperazin-1-yl]ethylamino]-3-methyl-2-oxo-benzimidazol-1-yl]piperidine-2,6-dione FC=1C=C(C=CC1)[C@@H]1N(CCC1)C=1C=CC=2N(N1)C(=CN2)C2=CC=CC(=N2)N2CCN(CC2)CCNC2=CC=CC=1N(C(N(C12)C)=O)C1C(NC(CC1)=O)=O